(S)-4-(5,6-diphenyl-1,2,4-triazine-3-carbonyl)-3-phenylpiperazin-2-one C1(=CC=CC=C1)C=1N=C(N=NC1C1=CC=CC=C1)C(=O)N1[C@H](C(NCC1)=O)C1=CC=CC=C1